C1(CC1)S(=O)(=O)N=C1CC=C(C(=O)NC2=NC(=NC(=C2)C)N2CCC(CC2)(F)F)C=C1 4-(R-cyclopropylsulfonylimino)-N-(2-(4,4-difluoro-1-piperidinyl)-6-methyl-4-pyrimidinyl)benzamide